ClC=1C(=CC(=C(C1)NC(=O)N1[C@@H]2CC=3C(=NNC(C3)=O)[C@H]1CC2)F)C=2C(=NC=CC2)F (6S,9R)-N-(5-Chloro-2-fluoro-4-(2-fluoropyridin-3-yl)phenyl)-3-oxo-3,5,6,7,8,9-hexahydro-2H-6,9-epiminocyclohepta[c]pyridazine-10-carboxamide